thulium trihydrate O.O.O.[Tm]